3-(4-(7-(4-((5-(2-chloro-4-phenoxybenzoyl)-7H-pyrrolo[2,3-d]pyrimidin-4-yl)amino)piperidin-1-yl)-7-oxohept-1-yn-1-yl)-1-oxoisoindolin-2-yl)piperidine-2,6-dione ClC1=C(C(=O)C2=CNC=3N=CN=C(C32)NC3CCN(CC3)C(CCCCC#CC3=C2CN(C(C2=CC=C3)=O)C3C(NC(CC3)=O)=O)=O)C=CC(=C1)OC1=CC=CC=C1